BrC1C2(CCC3=CC=CC(=C13)F)OCCO2 bromo-8'-fluoro-3',4'-dihydro-1'H-spiro[[1,3]dioxolane-2,2'-naphthalene]